C(C1=CC=CC=C1)=NC1=CC=C(C=C1)O 4-benzylideneaminophenol